aminolysine NN[C@@H](CCCCN)C(=O)O